vinyl-1,12-dodecanedioate C(=C)OC(CCCCCCCCCCC(=O)[O-])=O